2,2,3-trioxane C1OOCCC1